ClC1=CC=C(C=C1)C=1C=2C(=C(SC2N2C(=NN=C2[C@@H](N1)CC(=O)NCCCN1CCN(CC1)CC1CCNCC1)C)C)C 2-[(9S)-7-(4-chlorophenyl)-4,5,13-trimethyl-3-thia-1,8,11,12-tetrazatricyclo[8.3.0.02,6]trideca-2(6),4,7,10,12-pentaen-9-yl]-N-[3-[4-(4-piperidylmethyl)piperazin-1-yl]propyl]acetamide